O=C1NC(CCC1N1C(C2=CC(=CC=C2C1)F)=O)=O 2-(2,6-dioxopiperidin-3-yl)-6-fluoro-1-oxoisoindolin